N-hydroxymethyl-N-(1,3-bis(hydroxymethyl)-2,5-dioxoimidazolin-4-yl)-N'-hydroxymethyl-urea OCN(C(=O)NCO)C1N(C(N(C1=O)CO)=O)CO